(S,E)-3-(9-(2-(Hydroxymethyl)-4-(methoxyimino)pyrrolidine-1-carbonyl)-3,4-dihydro-2H-benzo[b][1,4]dioxepin-6-yl)-2-methylbenzonitrile OC[C@H]1N(C/C(/C1)=N/OC)C(=O)C1=CC=C(C2=C1OCCCO2)C=2C(=C(C#N)C=CC2)C